C(C)(C)(C)OC(=O)N1CC(C(CC1)(F)F)C[N+](C)(C)[O-] 1-(1-(tert-Butyloxycarbonyl)-4,4-difluoropiperidin-3-yl)-N,N-dimethylmethanamine oxide